(S)-(5-(4-fluoro-6-(1-hydroxyethyl)-1H-benzo[d]imidazol-2-yl)-1H-pyrrol-3-yl)(2-(trifluoromethyl)phenyl)methanone FC1=CC(=CC=2NC(=NC21)C2=CC(=CN2)C(=O)C2=C(C=CC=C2)C(F)(F)F)[C@H](C)O